C(CCCCCCCCCCC)C(C(=O)O)(CSCCC(=O)O)CCC.OCC(CO)(CO)CO pentaerythritol dodecyl-propyl-thio-dipropionate